(S)-2'-(1H-1,3-benzodiazol-2-yl)-6'-chloro-4-({1-[2-(trifluoromethoxy)phenyl]butyl}carbamoyl)-[1,1'-biphenyl]-2-carboxylic acid N1C(=NC2=C1C=CC=C2)C2=C(C(=CC=C2)Cl)C=2C(=CC(=CC2)C(N[C@@H](CCC)C2=C(C=CC=C2)OC(F)(F)F)=O)C(=O)O